(R)-2-(3-((6-(5-((((4,4-difluoropentan-2-yl)oxy)carbonyl)amino)-1-methyl-1H-1,2,3-triazol-4-yl)-2-methylpyridin-3-yl)ethynyl)-1-methylazetidin-3-yl)acetic acid FC(C[C@@H](C)OC(=O)NC1=C(N=NN1C)C1=CC=C(C(=N1)C)C#CC1(CN(C1)C)CC(=O)O)(C)F